N-Phenylmaleinimid C1(=CC=CC=C1)N1C(C=CC1=O)=O